1-[2-Chloro-6-(difluoromethoxy)-4-(1,1,1,2,3,3,3-heptafluoropropan-2-yl)phenyl]-1H-pyrazol ClC1=C(C(=CC(=C1)C(C(F)(F)F)(C(F)(F)F)F)OC(F)F)N1N=CC=C1